COC=1N=NC=C(C1)C=1C=CC2=C(C1)COC1=NC(=CC=C12)N1CCNCC1 3-methoxy-5-[3-(piperazin-1-yl)-6H-isochromeno[3,4-b]pyridin-8-yl]pyridazine